Trans-2,2-dichloro-3-(3,4-dichlorophenyl)cyclopropane-1-carbaldehyde ClC1([C@H]([C@@H]1C1=CC(=C(C=C1)Cl)Cl)C=O)Cl